CC1=C(N=NC(=C1)C(F)(F)F)C(C(=O)OCC)C(=O)OCC diethyl 2-[4-methyl-6-(trifluoromethyl)pyridazin-3-yl]propanedioate